ethyl 2,4-dioxo-valerate O=C(C(=O)OCC)CC(C)=O